acryloyloxytetradecylmethyldiethoxysilane (4-butylcyclohexyl)ethyl-fumarate C(CCC)C1CCC(CC1)CC/C(/C(=O)O)=C\C(=O)O.C(C=C)(=O)OCCCCCCCCCCCCCC[Si](OCC)(OCC)C